C(CCC)[Al](CCCC)Cl di-n-Butyl-aluminum chloride